C(C)(=O)N1[C@H]([C@@H]([C@H](C2=CC(=CC=C12)F)NC1=CC=CC(=N1)C(=O)N)C)C1CC1 6-(((2S,3R,4R)-1-acetyl-2-cyclopropyl-6-fluoro-3-methyl-1,2,3,4-tetrahydroquinolin-4-yl)amino)picolinamide